6-[5-(5-chloro-2-fluoro-phenyl)-1H-imidazol-4-yl]-N-[[(2S)-pyrrolidin-2-yl]methyl]-1,5-naphthyridin-3-amine ClC=1C=CC(=C(C1)C1=C(N=CN1)C=1N=C2C=C(C=NC2=CC1)NC[C@H]1NCCC1)F